CC1=C(C(=CC=C1)C)NC1=NN(C2=NC(=NC=C21)NC2=CC(=C(C=C2)OCCCN2CCCCC2)F)CCC(C)(C)OC N3-(2,6-dimethylphenyl)-N6-[3-fluoro-4-(3-(piperidin-1-yl)propoxy)phenyl]-1-(3-methoxy-3-methylbutyl)-1H-pyrazolo[3,4-d]pyrimidine-3,6-diamine